C(C)(=O)NCCNC(O[C@@H]1CC[C@H](CC1)C(N(C[C@@H]1CC[C@H](CC1)C1=CC(=C(C=C1)OC)C)C1=CC(=CC=C1)C=1C=NN(C1)C1CC1)=O)=O trans-4-((3-(1-Cyclopropyl-1H-pyrazol-4-yl)phenyl)((trans-4-(4-methoxy-3-methylphenyl)cyclohexyl)methyl)carbamoyl)cyclohexyl (2-acetamidoethyl)carbamate